3-(2-aminoethyl)-3-phenylazetidine-1-carboxylic acid tert-butyl ester C(C)(C)(C)OC(=O)N1CC(C1)(C1=CC=CC=C1)CCN